4-iodo-[[1-(3-methoxypropyl)cyclohexyl]methyl]-5-methyl-pyrazole IC=1C(=NNC1C)CC1(CCCCC1)CCCOC